N-{(2S,3R)-2-[(2,3'-difluoro[1,1'-biphenyl]-3-yl)methyl]-4,4-difluoro-1-[(2R)-oxolane-2-carbonyl]pyrrolidin-3-yl}methanesulfonamide FC1=C(C=CC=C1C[C@@H]1N(CC([C@@H]1NS(=O)(=O)C)(F)F)C(=O)[C@@H]1OCCC1)C1=CC(=CC=C1)F